Methyl (5-(5-bromopyridin-2-yl)isoxazol-3-yl)methanesulfonate BrC=1C=CC(=NC1)C1=CC(=NO1)CS(=O)(=O)OC